C(C)(C)(C)OC(=O)N(CCC1=NC(=CC=C1[N+](=O)[O-])OC)CC1=C(C=CC=C1Cl)NC1=C(C(=O)OC)C=C(C(=C1)C(F)(F)F)F methyl 2-((2-(((tert-butoxy-carbonyl)(2-(6-methoxy-3-nitropyridin-2-yl)ethyl)amino)methyl)-3-chlorophenyl)amino)-5-fluoro-4-(trifluoromethyl)benzoate